N1C[C@@H](CCC1)NC(OCCCC)=O butyl N-[(3R)-3-piperidinyl]carbamate